C(CC)(=O)OC1=CC=CC=2NN=NC21 propionyloxy-benzotriazole